C1(=CC=CC=C1)P([O-])(=O)C1=CC=CC=C1.C1(=CC=CC=C1)P([O-])(=O)C1=CC=CC=C1.[Zn+2] zinc bis(diphenylphosphinate)